4-((3,4-dichloro-2-fluorophenyl)amino)-6-iodoquinazolin-7-yl acetate C(C)(=O)OC1=C(C=C2C(=NC=NC2=C1)NC1=C(C(=C(C=C1)Cl)Cl)F)I